N[C@@H](CCCNC(N)=N)C(=O)N[C@@H](CS)C(=O)N[C@@H]([C@H](O)C)C(=O)N([C@@H](CCCCN)C(=O)N)C(COCCOCCN)=O arginyl-L-cysteinyl-L-threonyl-2-[2-(2-aminoethoxy)ethoxy]acetyl-L-lysinamide